C(C)N(C(C1=C(C=CC(=C1)F)C=1C=2N(C=C(C1)C1CN(C1)[C@@H](C(C)C)CCCO)C(=NC2)C)=O)C(C)C N-ethyl-5-fluoro-2-(6-{1-[(3R)-6-hydroxy-2-methylhexane-3-yl]azetidin-3-yl}-3-methylimidazo[1,5-a]pyridin-8-yl)-N-(isopropyl)benzamide